CC=1C=C(C=CC1OC1=CC2=C(N(N=N2)C)C=C1)NC1=NC=NC2=C1N=C(N=C2)N2C1CN(CC21)C(C=C)=O 1-(6-(8-((3-methyl-4-((1-methyl-1H-benzo[d][1,2,3]triazol-5-yl)oxy)phenyl)amino)pyrimido[5,4-d]pyrimidin-2-yl)-3,6-diazabicyclo[3.1.0]hexan-3-yl)prop-2-en-1-one